C(CCC)[Sn](C=1N(C=NC1)C)(CCCC)CCCC tributyl-(3-methylimidazol-4-yl)stannane